N1N=CC(=C1)CCN(C1=NC(=NC(=C1C)C)Cl)CCC (2-(1H-pyrazol-4-yl)ethyl)-2-chloro-5,6-dimethyl-N-propylpyrimidin-4-amine